dimethyl cyclobutane-1,1-dicarboxylate C1(CCC1)(C(=O)OC)C(=O)OC